P(=O)(O)(O)[O-].[Na+] Sodium dihydrogen orthophosphate